ClC=1N=C(C2=C(N1)N(C=C2)[C@H]2[C@@H]([C@@H]([C@H](O2)COCP(O)(O)=O)O)O)N(C)C [(2R,3S,4R,5R)-5-[2-chloro-4-(dimethyl-amino)pyrrolo[2,3-d]-pyrimidin-7-yl]-3,4-dihydroxy-tetrahydro-furan-2-yl]methoxy-methylphosphonic acid